(R)-3-(5-(1-(3,5-dimethylpyridazin-4-yl)ethoxy)-6-methoxy-1H-indazol-3-yl)-5-methoxybenzonitrile CC=1N=NC=C(C1[C@@H](C)OC=1C=C2C(=NNC2=CC1OC)C=1C=C(C#N)C=C(C1)OC)C